C[C@@H]1O[C@@H](CN(C1)C=1C=CC(=NC1)C=1C=NC(=CC1NC1=NC(=CC(=C1)C1CCOCC1)S(=O)(=O)C)NC(C)=O)C N-(5-(cis-2,6-dimethylmorpholino)-4'-((6-(methylsulfonyl)-4-(tetrahydro-2H-pyran-4-yl)pyridin-2-yl)amino)-[2,3'-bipyridin]-6'-yl)acetamide